C=1(C(=CC=C2C=CC=CC12)C=O)C=O Naphthalindicarbaldehyd